C1(CCCCC1)C1(C(C=CC(=C1)O)C(C1=C(C=CC=C1)O)C1C(C=C(C=C1)O)(C1CCCCC1)C)C bis(2-cyclohexyl-4-hydroxy-2-methyl-phenyl)-2-hydroxyphenylmethane